N1(CCCCC1)CCOC1=NSC2=C(OC13CCOCC3)N=CC=C2 (2-(piperidine-1-yl)-ethoxy)2,3,5,6-tetrahydrospiro[pyran-4,4'-pyrido[2,3-b][1,4,5]oxathiazepin]